cis-4-(3,4-Dihydroisoquinolin-2(1H)-yl)pyrrolidin-3-ol C1N(CCC2=CC=CC=C12)[C@@H]1[C@@H](CNC1)O